C(C)(C)(C)OC(=O)N1CCN(CC1)C1=CC=C(C=C1)O[C@H]1C(NC(CC1)=O)=O.Cl.N1(CCNCC1)C1=CC=C(O[C@H]2C(NC(CC2)=O)=O)C=C1 |r| (3RS)-3-(4-Piperazin-1-ylphenoxy)piperidine-2,6-dione hydrochloride tert-Butyl-4-[4-[[(3RS)-2,6-dioxo-3-piperidyl]oxy]phenyl]piperazine-1-carboxylate